CC1=NC=CC(=C1)C1=CC=2C=NC(=CC2N1)NC(OC1CCCC1)=O cyclopentyl 2-(2-methylpyridin-4-yl)-1H-pyrrolo[3,2-c]pyridin-6-ylcarbamate